C1OCCC12CNCC2 2-oxa-7-azaspiro[4.4]nonan